2-(((benzyloxy)carbonyl)(methyl)amino)ethyl methanesulfonate CS(=O)(=O)OCCN(C)C(=O)OCC1=CC=CC=C1